O[C@H](C)C1=NC=2C(=C3C(=NC2)C=CS3)N1[C@@H]1CC[C@H](CC1)CNC(OC(C)C)=O Isopropyl [(trans-4-{2-[(1R)-1-hydroxyethyl]-1H-imidazo[4,5-d]thieno[3,2-b]pyridin-1-yl}cyclohexyl)methyl]carbamate